2,9-bis(p-bromophenyl)-1,10-phenanthroline BrC1=CC=C(C=C1)C1=NC2=C3N=C(C=CC3=CC=C2C=C1)C1=CC=C(C=C1)Br